C(C)(C)C1=NC(=NC(=C1)N1CC(CCC1)C=1C=NN2C1C=CC=C2)N 4-isopropyl-6-(3-(pyrazolo[1,5-a]pyridin-3-yl)piperidin-1-yl)pyrimidin-2-amine